6-((1-(1-(tert-butyl)-3-(4-chloro-3-fluorophenyl)-1H-pyrrolo[2,3-b]pyridine-6-carbonyl)piperidin-4-yl)(methyl)amino)-2,4-dimethylnicotinic acid C(C)(C)(C)N1C=C(C=2C1=NC(=CC2)C(=O)N2CCC(CC2)N(C2=NC(=C(C(=O)O)C(=C2)C)C)C)C2=CC(=C(C=C2)Cl)F